3-(4-chlorophenyl)propanol ClC1=CC=C(C=C1)CCCO